1,5-bis(4-aminophenoxy)n-pentane NC1=CC=C(OCCCCCOC2=CC=C(C=C2)N)C=C1